ClC=1C(=NC(=C(C(=O)NC2=CC(=C(C=C2)F)NC(=N)N)C1)N1CCC(CCC1)(F)F)C 5-chloro-2-(4,4-difluoroazepan-1-yl)-N-(4-fluoro-3-guanidinophenyl)-6-methylnicotinamide